FC1=C(C=C(CN2N=C3N(CCCC3)C2=O)C=C1)C(F)(F)F (5RS)-2-[4-Fluoro-3-(trifluoromethyl)benzyl]-3-oxo-2,3,5,6,7,8-hexahydro[1,2,4]triazolo[4,3-a]pyridin